C(C)OC(C(=O)C1CSC2=C(C(=CC=C2C1=O)Cl)F)=O 2-(7-Chloro-8-fluoro-4-oxothiochroman-3-yl)-2-oxoacetic acid ethyl ester